FC1=C(C=CC(=C1F)C=1C(=NN(C1)CC(NC1=NC=CC=C1)=O)C)C1=CN=C(N1C)C(=O)N 5-[2,3-difluoro-4-[3-methyl-1-[2-oxo-2-(2-pyridylamino)ethyl]pyrazol-4-yl]phenyl]-1-methyl-imidazole-2-carboxamide